[Si](C)(C)(C(C)(C)C)OC(CC1=CC=C(C=C1)N1C(N=C(C=C1)NC(=O)N1CCN(CC1)C(C(C)(C)NC(OC(C)(C)C)=O)=O)=O)C t-butyl (1-(4-((1-(4-(2-((t-butyldimethylsilyl)oxy)propyl)phenyl)-2-oxo-1,2-dihydropyrimidin-4-yl)carbamoyl)piperazin-1-yl)-2-methyl-1-oxopropan-2-yl)carbamate